OC(C#CC1=CC2=C(OC[C@@H](C(N2C)=O)NC(=O)C2=NC=CC(=C2)C2=CC=CC=C2)C=C1)(C)C (S)-N-(7-(3-hydroxy-3-methylbut-1-yn-1-yl)-5-methyl-4-oxo-2,3,4,5-tetrahydrobenzo[b][1,4]oxazepin-3-yl)-4-phenylpyridinamide